C1(CCC1)COC1=NC=CC(=C1)C=1C(=CC(=C(C1)NC(=O)C1=CNC(C=C1C(F)(F)F)=O)N1C[C@H](N([C@H](C1)C)C)C)F |r| N-[5-[2-(cyclobutylmethoxy)pyridin-4-yl]-4-fluoro-2-[rac-(3R,5S)-3,4,5-trimethylpiperazin-1-yl]phenyl]-6-oxo-4-(trifluoromethyl)-1H-pyridine-3-carboxamide